[Si](C)(C)(C(C)(C)C)OC1(CC(C1)N1C=C(C2=C1N=NC(=C2)Cl)OC)C 7-((1s,3s)-3-{[tert-butyl(dimethyl)silyl]oxy}-3-methylcyclobutyl)-3-chloro-5-methoxy-7H-pyrrolo[2,3-c]pyridazine